5-chloro-1'-[2-(4-methanesulfonylphenoxy)ethyl]-1-(2H3)methyl-1,2-dihydrospiro[indole-3,4'-piperidin]-2-one ClC=1C=C2C(=CC1)N(C(C21CCN(CC1)CCOC1=CC=C(C=C1)S(=O)(=O)C)=O)C([2H])([2H])[2H]